tert-butyl 1-ethynyl-5-azaspiro[2.5]octane-5-carboxylate C(#C)C1CC12CN(CCC2)C(=O)OC(C)(C)C